C(C)NC1=C2C(=NC(=C1)NC1=CC=C(C3=C1OCO3)C(=O)N3CCC(CC3)N3CCOCC3)NC=C2C(F)(F)F (7-((4-(ethylamino)-3-(trifluoromethyl)-1H-pyrrolo[2,3-b]pyridin-6-yl)amino)benzo[d][1,3]dioxol-4-yl)(4-morpholinopiperidin-1-yl)methanone